(R)-5,6-difluoro-2-(((tetrahydro-2H-pyran-4-yl)thio)methyl)-7-(((tetrahydrofuran-3-yl)methyl)amino)quinazolin-4(3H)-one FC1=C2C(NC(=NC2=CC(=C1F)NC[C@@H]1COCC1)CSC1CCOCC1)=O